tert-butyl (2S)-2-[[4-[(3S)-3-(cyanomethyl)-4-prop-2-enoyl-piperazin-1-yl]-7-(8-iodo-1-naphthyl)-6,8-dihydro-5H-pyrido[3,4-d]pyrimidin-2-yl]oxymethyl]pyrrolidine-1-carboxylate C(#N)C[C@H]1CN(CCN1C(C=C)=O)C=1C2=C(N=C(N1)OC[C@H]1N(CCC1)C(=O)OC(C)(C)C)CN(CC2)C2=CC=CC1=CC=CC(=C21)I